3-[(4,6-dimethylpyridin-2-yl)sulfanyl]isonicotinonitrile CC1=CC(=NC(=C1)C)SC1=C(C#N)C=CN=C1